2,4,6-triaminocaproic acid NC(C(=O)O)CC(CCN)N